N(=C=O)C1=CC=NN1C1=CC=CC=C1 5-isocyanato-1-phenyl-1H-pyrazole